1-(2-tetrahydrofurfuryl)-2-thiourea C1CC(OC1)CNC(=S)N